1-(4-chlorophenyl)-N-(2-(4-ethylpiperazin-1-yl)-5-(4-(4-((6-(trifluoromethyl)pyridazin-3-yl)oxy)phenyl)piperidine-1-carbonyl)phenyl)methanesulfonamide ClC1=CC=C(C=C1)CS(=O)(=O)NC1=C(C=CC(=C1)C(=O)N1CCC(CC1)C1=CC=C(C=C1)OC=1N=NC(=CC1)C(F)(F)F)N1CCN(CC1)CC